3-butyl-3-hydroxy-2-phenyl-2,3,4,5-tetrahydro-1H-isoindol-1-one C(CCC)C1(N(C(C=2C=CCCC12)=O)C1=CC=CC=C1)O